methanimine oxide C=[NH+][O-]